5'-(1H-Benzo[d][1,2,3]triazol-5-yl)-4'-chloro-1',2'-dihydrospiro[cyclopentane-1,3'-pyrrolo[2,3-b]pyridin] N1N=NC2=C1C=CC(=C2)C=2C(=C1C(=NC2)NCC12CCCC2)Cl